FC(N1N=C(C=C1)C=1C(=CC(=NC1)NC1=NC(=NC=C1)C=1C=NN(C1)CC(CO)(C)C)NC1CCC(CC1)(O)C)F (1s,4s)-4-((5-(1-(Difluoromethyl)-1H-pyrazol-3-yl)-2-((2-(1-(3-hydroxy-2,2-dimethylpropyl)-1H-pyrazol-4-yl)pyrimidin-4-yl)amino)pyridin-4-yl)amino)-1-methylcyclohexan-1-ol